(S)-3-(1-(6-(4-fluoro-1H-pyrazol-1-yl)pyridin-3-yl)ethyl)-1,3,8-triazaspiro[4.5]decan-2-one FC=1C=NN(C1)C1=CC=C(C=N1)[C@H](C)N1C(NC2(C1)CCNCC2)=O